methyl ((R)-N-(tert-butoxycarbonyl)-2-(((S)-5-((tert-butyldiphenylsilyl)oxy)-3-methylpentyl)oxy)-6-methylpyridine-3-sulfonimidoyl)-L-prolinate C(C)(C)(C)OC(=O)N=[S@](=O)(C=1C(=NC(=CC1)C)OCC[C@@H](CCO[Si](C1=CC=CC=C1)(C1=CC=CC=C1)C(C)(C)C)C)N1[C@@H](CCC1)C(=O)OC